(S)-N-(4-(6-((2-(methoxymethyl)pyrrolidin-1-yl)amino)-6-oxohexyl)-1-phenyl-1H-imidazol-2-yl)-3-(1H-pyrazol-4-yl)benzamide COC[C@H]1N(CCC1)NC(CCCCCC=1N=C(N(C1)C1=CC=CC=C1)NC(C1=CC(=CC=C1)C=1C=NNC1)=O)=O